CC(=O)N=N methyl-imino-carboxamide